methyl-3-(3-isocyanatopropyl)-5-isocyanatomethyl-bicyclo[2.2.1]-heptane CC12CC(C(C(C1)CN=C=O)C2)CCCN=C=O